C(C)OC(=O)C1=NC2=CC(=CC(=C2C=C1)C)[N+](=O)[O-] 5-Methyl-7-nitro-2-quinolinecarboxylic acid ethyl ester